OC(C(=O)S(=O)(=O)NC)C 2-hydroxypropionyl-N-methylsulfonamide